2-(2,6-dioxo-3-piperidyl)-5-[1-(4-piperidylmethyl)-4-piperidyl]isoindoline-1,3-dione O=C1NC(CCC1N1C(C2=CC=C(C=C2C1=O)C1CCN(CC1)CC1CCNCC1)=O)=O